(R)-3-(2-chloro-5-(hydroxymethyl)pyridin-4-yl)-10-methyl-9,10,11,12-tetrahydro-8H-[1,4]diazepino[5',6':4,5]thieno[3,2-f]quinolin-8-one ClC1=NC=C(C(=C1)C1=NC=2C=CC3=C(C2C=C1)C1=C(S3)C(N[C@@H](CN1)C)=O)CO